3-(2H-1,3-benzodioxol-5-yl)-5-[(1H-1,2,3-triazol-5-ylsulfanyl)methyl]-1,2,4-oxadiazole O1COC2=C1C=CC(=C2)C2=NOC(=N2)CSC2=CN=NN2